(S)-4-(5-((tert-butoxycarbonyl)amino)-6-(hydroxymethyl)-2-(methylthio)pyrimidin-4-yl)-2-(cyanomethyl)piperazine-1-carboxylic acid C(C)(C)(C)OC(=O)NC=1C(=NC(=NC1CO)SC)N1C[C@@H](N(CC1)C(=O)O)CC#N